OCC(CC=1C(=C(C(=O)O)C(=CC1)C)C)(C)C 3-hydroxy-2,2-dimethylpropyl-2,6-dimethylbenzoic acid